NC1(CCCC1)C(=O)N([C@H](C(=O)N([C@@H](CC(=O)OC(C)(C)C)C(=O)N(C)C)C)C1CCCC1)C tert-Butyl (3S)-3-[[(2S)-2-[(1-aminocyclopentanecarbonyl)-methyl-amino]-2-cyclopentyl-acetyl]-methyl-amino]-4-(dimethylamino)-4-oxo-butanoate